IC1C[C@@H]2[C@@H](CN(C2)C(=O)OC(C)(C)C)C1 tert-butyl (3aR,5r,6aS)-5-iodohexahydrocyclopenta[c]pyrrole-2(1H)-carboxylate